NC1=NC(=NC=C1OC1=CC(=NC=C1C(C)C)C#C)NCCO 2-((4-amino-5-((2-ethynyl-5-isopropylpyridin-4-yl)oxy)pyrimidin-2-yl)amino)ethanol